[(3S,4R)-3-fluoro-4-piperidyl]-2-iodo-1-(2,2,2-trifluoroethyl)indol-4-ylamine F[C@H]1CNCC[C@H]1NC1=C2C=C(N(C2=CC=C1)CC(F)(F)F)I